N1C=CC=2C1=NC=C(C2)OC2=C(C(=O)NS(=O)(=O)C1=CC(=C(C=C1)NCC1CCOCC1)[N+](=O)[O-])C=CC(=C2)N2CCN(CC2)C2C1=C(OCCC2)C=CC=C1 2-((1H-pyrrolo[2,3-b]pyridin-5-yl)oxy)-N-((3-nitro-4-(((tetrahydro-2H-pyran-4-yl)methyl)amino)phenyl)sulfonyl)-4-(4-(2,3,4,5-tetrahydrobenzo[b]oxepin-5-yl)piperazin-1-yl)benzamide